C(C1=CC=CC=C1)NC(N(C1=NC=C(C=C1)C=1C=NN(C1)C)[C@@H]1CC[C@H](CC1)NC1=NC=C(C(=N1)N1CC(C1)O)C#N)=O 3-benzyl-1-(trans-4-((5-cyano-4-(3-hydroxy-azetidin-1-yl)-pyrimidin-2-yl)-amino)cyclohexyl)-1-(5-(1-methyl-1H-pyrazol-4-yl)-pyridin-2-yl)urea